NCCNCCNCCC[Si](OC)(OC)OC 3-(2-(2-aminoethyl-amino)ethylamino)propyl-trimethoxysilane